Bis(4-pentylnonyl)-8,8'-((3-((2-(methylamino)-3,4-dioxocyclobut-1-en-1-yl)amino)propyl)azanediyl)dioctanoate C(CCCC)C(CCCOC(CCCCCCCN(CCCCCCCC(=O)OCCCC(CCCCC)CCCCC)CCCNC1=C(C(C1=O)=O)NC)=O)CCCCC